BrC=1C(=C(C(=C2C=NNC12)C=1C=CC=2N(C1)C=C(N2)NC(=O)[C@H]2[C@H](C2)F)Cl)F (1S,2S)-N-(6-(7-bromo-5-chloro-6-fluoro-1H-indazol-4-yl)imidazo[1,2-a]pyridin-2-yl)-2-fluorocyclopropane-1-carboxamide